ClC=1C=CC(=C(C1)[C@H](CC(=O)NC)N1CCN(CC1)C(C)C)F (S)-3-(5-chloro-2-fluorophenyl)-3-(4-isopropylpiperazin-1-yl)-N-methylpropanamide